rhamnosyl-β-hydroxydecanoyl-β-hydroxydecanoate CCCCCCCC(CC(=O)O)OC(=O)CC(CCCCCCC)O[C@H]1[C@@H]([C@@H]([C@H]([C@@H](O1)C)O)O)O